C(C)(C)(C)OC(=O)N1CC[C@@H](C2=CC=CC=C12)N1C(N(C2=NC(=NC=C2C1)SC)CC(F)F)=O (S)-4-(1-(2,2-difluoroethyl)-7-(methylsulfanyl)-2-oxo-1,2-dihydropyrimido[4,5-d]pyrimidin-3(4H)-yl)-3,4-dihydroquinoline-1(2H)-carboxylic acid tert-butyl ester